COC1=C(C=CC=C1)NC(C1=CC=C(C=C1)S(N(C)C1=C(C=CC=C1)OC)(=O)=O)=O N-(2-methoxyphenyl)-4-(N-(2-methoxyphenyl)-N-methylsulfamoyl)benzamide